tert-butyl 4-[7-isopropoxy-6-(pyrazolo[1,5-a]pyrimidin-3-ylcarbamoyl)imidazo[1,2-a]pyridin-2-yl]piperidine-1-carboxylate C(C)(C)OC1=CC=2N(C=C1C(NC=1C=NN3C1N=CC=C3)=O)C=C(N2)C2CCN(CC2)C(=O)OC(C)(C)C